tetrafluoroisophthalonitrile FC1=C(C(=C(C(=C1C#N)F)C#N)F)F